C(C(=C)C)(=O)OCC(CC1=CC=CC=C1)[Si](O[Si](C)(C)C)(O[Si](C)(C)C)O[Si](C)(C)C Methacryloxymethylphenethyltris(trimethylsiloxy)silane